Sulfonyl dichloride S(=O)(=O)(Cl)Cl